F[C@H](C1(COC1)C=1C=C(C=CC1)N1C(C2=CC(=CC(=C2C1)C(F)(F)F)CN1[C@H](CNCC1)C(C)C)=O)C1=NN=CN1C 2-(3-(3-((R)-fluoro(4-methyl-4H-1,2,4-triazol-3-yl)methyl)oxetan-3-yl)phenyl)-6-(((S)-2-isopropylpiperazin-1-yl)methyl)-4-(trifluoromethyl)isoindolin-1-one